FC1=CC=C(C=C1)C=1N=C(NC1C1=CC=NC=C1)C1=CC=C(C=C1)S(=O)(=O)C 4-[4-(4-fluorophenyl)-2-(4-methylsulfonylphenyl)-1H-imidazol-5-yl]pyridine